FC1CCN(CC1)[C@H]1CN(CC1)C(=O)OC(C)(C)C tert-Butyl (R)-3-(4-fluoropiperidin-1-yl)pyrrolidine-1-carboxylate